ClCC1=CC=C2[C@](N(C(NC2=C1)=O)C)(C(F)(F)F)C#CC1CC1 (S)-7-(chloromethyl)-4-(cyclopropylethynyl)-3-methyl-4-(trifluoromethyl)-3,4-dihydroquinazolin-2(1H)-one